C(CCCCCCCCC)OCOCOCCCCCCCCCC decoxymethyl ether